O=C(C(=O)O[Li])N1C(CCCC1)C1=CC=CC=C1 [2-oxo-2-(2-phenyl-1-piperidyl)acetyl]oxylithium